Methyl (2E)-3-(3-(2-(2-(5-((4-((4-bromothiazol-2-yl)methyl)-6-fluoro-1H-indol-5-yl)oxy)-2-fluorophenyl)-1H-imidazol-5-yl)-7-(tributylstannyl)hept-6-en-2-yl)phenyl)acrylate BrC=1N=C(SC1)CC1=C2C=CNC2=CC(=C1OC=1C=CC(=C(C1)C=1NC(=CN1)C(C)(CCCC=C[Sn](CCCC)(CCCC)CCCC)C=1C=C(C=CC1)/C=C/C(=O)OC)F)F